methyl 6-(((S)-1-((2S,4R)-4-hydroxy-2-((4-(4-methylthiazol-5-yl)benzyl)carbamoyl)pyrrolidin-1-yl)-3,3-dimethyl-1-oxobutan-2-yl)amino)-6-oxohexanoate O[C@@H]1C[C@H](N(C1)C([C@H](C(C)(C)C)NC(CCCCC(=O)OC)=O)=O)C(NCC1=CC=C(C=C1)C1=C(N=CS1)C)=O